CN1C(C2=CC=C(C=C2C1)C=1C=2N(C3=CC=C(C=C3N1)C(=O)N1CCCCC1)C(=CN2)C)=O 2-methyl-5-(1-methyl-7-(piperidine-1-carbonyl)imidazo[1,2-a]quinoxalin-4-yl)isoindolin-1-one